1,2-dibromobutane BrCC(CC)Br